N-[(1S,2S)-2-methylcyclopropyl]-2-methylsulfinyl-thieno[2,3-d]thiazole-5-carboxamide C[C@@H]1[C@H](C1)NC(=O)C1=CC2=C(N=C(S2)S(=O)C)S1